tert-Butyl (s)-3-((((s)-tert-butylsulfinyl)amino)methyl)pyrrolidine-1-carboxylate C(C)(C)(C)[S@](=O)NC[C@@H]1CN(CC1)C(=O)OC(C)(C)C